(S)-2-((6-(3,5-dimethylisoxazol-4-yl)pyridin-3-yl)amino)-1-((1r,4S)-4-methylcyclohexyl)-2-oxoethyl-1-methyl-1H-pyrazole-5-carboxamide CC1=NOC(=C1C1=CC=C(C=N1)NC([C@@H](C1CCC(CC1)C)C1=NN(C(=C1)C(=O)N)C)=O)C